FC(CN1C(=NC2=NC=C(C=C21)C=2C=CN1N=C(N=CC12)C1(CCC(CC1)N)N)C)F 1-(5-(1-(2,2-difluoroethyl)-2-methyl-1H-imidazo[4,5-b]pyridin-6-yl)pyrrolo[2,1-f][1,2,4]triazin-2-yl)cyclohexane-1,4-diamine